N-((5-(2,6-dioxopiperidin-3-yl)-4-oxo-5,6-dihydro-4H-thieno[3,4-c]pyrrol-1-yl)methyl)-2-(4-(1-hydroxy-2-methylpropan-2-yl)phenyl)-2-oxoacetamide O=C1NC(CCC1N1CC=2C(C1=O)=CSC2CNC(C(=O)C2=CC=C(C=C2)C(CO)(C)C)=O)=O